C(C)[C@@H]1CN(CC[C@@H]1O)C(=O)OC(C)(C)C |r| (+/-)-tert-butyl cis-3-ethyl-4-hydroxypiperidine-1-carboxylate